(2-bromo-5-chlorophenyl)(phenyl)sulfane BrC1=C(C=C(C=C1)Cl)SC1=CC=CC=C1